(2,6-dichloro-3-methylpyridin-4-yl)methanol ClC1=NC(=CC(=C1C)CO)Cl